4-(6-chloro-4-(3,4-difluoro-azepan-1-yl)-8-fluoro-2-(((S)-1-methylpyrrolidin-2-yl)methoxy)quinazolin-7-yl)-benzo[d]thiazol-2-amine ClC=1C=C2C(=NC(=NC2=C(C1C1=CC=CC2=C1N=C(S2)N)F)OC[C@H]2N(CCC2)C)N2CC(C(CCC2)F)F